FC1=CC(=C(C(=O)N)C=C1)NC1=C(C=C(C=C1)I)F 4-fluoro-2-(2-fluoro-4-iodoanilino)Benzamide